ClC1=CNC2=NC=C(C=C21)CNC(OC(C)(C)C)=O tert-butyl ((3-chloro-1H-pyrrolo[2,3-b]pyridin-5-yl)methyl)carbamate